Cl.N1(CCNCC1)C1=NC=C(C=N1)NC(C)=O N-(2-(piperazin-1-yl)pyrimidin-5-yl)acetamide, hydrochloride